5-((5-(2-(((1R,3R)-3-aminocyclopentyl)oxy)phenyl)-1H-pyrazol-3-yl)amino)pyrazine-2-carbonitrile N[C@H]1C[C@@H](CC1)OC1=C(C=CC=C1)C1=CC(=NN1)NC=1N=CC(=NC1)C#N